tert-butyl 2-(phenylcarbamoyl)bicyclo[2.2.1]heptan-2-ylcarbamate C1(=CC=CC=C1)NC(=O)C1(C2CCC(C1)C2)NC(OC(C)(C)C)=O